CN1[C@@H](C[C@H](C1)CCC)C(=O)N (2S,4R)-1-methyl-4-propyl-tetrahydropyrrole-2-formamide